1-(2,4,6-trimethoxyphenyl)-1H-pyrrole-2,5-dione COC1=C(C(=CC(=C1)OC)OC)N1C(C=CC1=O)=O